ClC1=CC(=C2C(=N1)C(=NN2C2COC2)N)CN2CCCC2 5-chloro-1-(oxetan-3-yl)-7-(pyrrolidin-1-ylmethyl)-1H-pyrazolo[4,3-b]pyridin-3-amine